CC1=C(CC2=CC=C(C=C2)[C@H](CC(=O)OCC)N[S@](=O)C2=CC=C(C=C2)C)C=CC=C1 ethyl (S)-3-(4-(2-methylbenzyl)phenyl)-3-((R)-4-methylphenylsulfinamido)propanoate